3-chloro-2-[6-[(2S)-2-(hydroxymethyl)morpholin-4-yl]pyridazin-3-yl]-5-methyl-phenol ClC=1C(=C(C=C(C1)C)O)C=1N=NC(=CC1)N1C[C@H](OCC1)CO